ClC1=CC=C(C=C1)CC(=O)N1CCC(CC1)CNC=1SC(=CN1)C(=O)NC1=C(C(=CC=C1C)OC)C 2-[[1-[2-(4-Chlorophenyl)acetyl]-4-piperidyl]methylamino]-N-(3-methoxy-2,6-dimethyl-phenyl)thiazole-5-carboxamide